5-amino-1-(3-chloro-4,5,6,7-tetrahydropyrazolo[1,5-a]pyridin-2-yl)-1H-pyrazole-4-carbonitrile NC1=C(C=NN1C1=NN2C(CCCC2)=C1Cl)C#N